[Be].[Sb].NC=1N=CC2=C(N1)N(C=C2)C=2C=C(C=CC2F)C#CC(C)(O)C=2SC=CN2 4-(3-(2-amino-7H-pyrrolo[2,3-d]pyrimidin-7-yl)-4-fluorophenyl)-2-(thiazol-2-yl)but-3-yn-2-ol stibium beryllium